(R)-5-(1-(3-(5-(3-((cyclobutylmethyl)amino)piperidin-1-yl)pyridin-2-yl)oxetan-3-yl)-1H-1,2,3-triazol-4-yl)-N,N-dimethylpyridin-3-amine C1(CCC1)CN[C@H]1CN(CCC1)C=1C=CC(=NC1)C1(COC1)N1N=NC(=C1)C=1C=C(C=NC1)N(C)C